5-(cyclopropylmethyl)-1-(2,2-difluoroethyl)-6-(2-(2-methyl-6-(trifluoromethyl)pyrimidin-4-yl)-2,8-diazaspiro[4.5]decan-8-yl)-1,5-dihydro-4H-pyrazolo[3,4-d]pyrimidin-4-one C1(CC1)CN1C(=NC2=C(C1=O)C=NN2CC(F)F)N2CCC1(CCN(C1)C1=NC(=NC(=C1)C(F)(F)F)C)CC2